CC(C)NC(=O)C=1C2=CN(N=C2C=CC1)C=1C=NC=CC1 N-(1-methylethyl)-2-(3-pyridinyl)-2H-indazole-4-carboxamide